thiosemicarbazide iodide [I-].NNC(=S)N